((2S,3R,4R)-4-amino-2,3-dimethyl-3,4-dihydroquinolin-1(2H)-yl)ethanone N[C@@H]1[C@H]([C@@H](N(C2=CC=CC=C12)C(C)=O)C)C